C/C/1=C/C[C@H]2C(C[C@@H]2C(CC[C@H]1O)=C)(C)C (1R,3Z,5R,9S)-4,11,11-trimethyl-8-methylenebicyclo[7.2.0]undec-3-en-5-ol